N1N=CC=2C1=CN=C(C2)C2(CC1(CC1)C2)C#N 5-(1H-pyrazolo[3,4-c]pyridin-5-yl)spiro[2.3]hexane-5-carbonitrile